ClC1=C(C=CC(=C1)S(=O)C)C1=CSC2=C1NC(=NS2(=O)=O)NC 5-(2-chloro-4-methylsulfinyl-phenyl)-N-methyl-1,1-dioxo-4H-thieno[3,2-e][1,2,4]thiadiazin-3-amine